4-Chloro-1-(methoxymethyl)-1H-pyrazole ClC=1C=NN(C1)COC